COC=1C=C(C(=O)OC)C=C(C1B1OC(C(O1)(C)C)(C)C)C methyl 3-methoxy-5-methyl-4-(4,4,5,5-tetramethyl-1,3,2-dioxaborolan-2-yl)benzoate